1-BOC-4-methylpiperazine C(=O)(OC(C)(C)C)N1CCN(CC1)C